CO[Si](CCCNCCC[Si](OC)(OC)OC)(OC)OC bis[3-(trimethoxysilyl)propyl]-amine